(R)-(7-Chloro-1H-benzo[d]imidazol-2-yl)(6-methyl-2-(methylamino)-6,7-dihydrothiazolo[5,4-c]pyridin-5(4H)-yl)methanone ClC1=CC=CC2=C1NC(=N2)C(=O)N2CC1=C(C[C@H]2C)N=C(S1)NC